CO[Si]1(N(CCC1)CCCS[Si](OC)(OC)C)OC 2,2-dimethoxy-N-(methyldimethoxysilylthiopropyl)-1-aza-2-silacyclopentane